3-bromoazetidine-1-carboxylic acid tert-butyl ester C(C)(C)(C)OC(=O)N1CC(C1)Br